cyclohexyl N-[5-(2-chloro-1,3-benzothiazol-6-yl)-2-methyl-3-pyridyl]carbamate ClC=1SC2=C(N1)C=CC(=C2)C=2C=C(C(=NC2)C)NC(OC2CCCCC2)=O